N-(4-methyl-3-(2-(pyridin-3-ylamino)-8,9-dihydroimidazo[1',2':1,6]pyrido[2,3-d]pyrimidin-6-yl)phenyl)-4-(trifluoromethyl)pyridineamide CC1=C(C=C(C=C1)NC(=O)C1=NC=CC(=C1)C(F)(F)F)C1=CC2=C(N=C(N=C2)NC=2C=NC=CC2)N2C1=NCC2